Bis(N,N-Dimethylaminoethoxyethyl)carbamat CN(C)CCOCCN(C([O-])=O)CCOCCN(C)C